6,2'-difluoro-5'-[3-(1-hydroxy-1-methylethyl)imidazo[1,2-B][1,2,4]triazin-7-yl]biphenyl-2-carbonitrile FC=1C=CC=C(C1C1=C(C=CC(=C1)C1=CN=C2N1N=CC(=N2)C(C)(C)O)F)C#N